2,2,4,4-tetra-n-butylcyclobutane C(CCC)C1(CC(C1)(CCCC)CCCC)CCCC